Laurylacetat C(CCCCCCCCCCC)CC(=O)[O-]